2-chloro-7-(6-(difluoromethoxy)pyridin-2-yl)-6-methyl-7H-pyrrolo[2,3-d]pyrimidine ClC=1N=CC2=C(N1)N(C(=C2)C)C2=NC(=CC=C2)OC(F)F